N-[4-(4-bromo-1H-pyrazol-1-yl)-3-sulfamoylphenyl]-2-(2-Methylphenyl)acetamide BrC=1C=NN(C1)C1=C(C=C(C=C1)NC(CC1=C(C=CC=C1)C)=O)S(N)(=O)=O